(methylamino)carboxylic acid CNC(=O)O